N1=CCC2(C=C1)C1=C(OC2)C2=COC=C2C=C1 2H-spiro[benzo[2,1-b:3,4-c']difuran-3,4'-pyridine]